ClC1=CC=C2C(=N1)C(N(C2=O)C)(C)C 2-chloro-6,7,7-trimethylpyrrolo[3,4-b]pyridin-5-one